2-{4-amino-1-tert-butyl-1H-pyrazolo[3,4-d]pyrimidin-3-yl}-3-chloro-1H-indole-6-carboxamide NC1=C2C(=NC=N1)N(N=C2C=2NC1=CC(=CC=C1C2Cl)C(=O)N)C(C)(C)C